Ethyl (2E)-4-{(3R,5aR,6R,7R,8aS)-7-hydroxy-6-[(1E,3R)-3-hydroxy-4-phenoxy-1-buten-1-yl]octahydro-2H-cyclopenta[b]oxepin-3-yl}-2-butenoate O[C@H]1[C@@H]([C@@H]2[C@@H](OC[C@H](CC2)C/C=C/C(=O)OCC)C1)\C=C\[C@H](COC1=CC=CC=C1)O